NC1CC(C1)C#N (1s,3s)-3-aminocyclobutane-1-carbonitrile